C(C=C)(=O)[O-].[Cl-].C(C1=CC=CC=C1)[N+](C)(C)CCO.C(C1=CC=CC=C1)[N+](CCO)(C)C benzylhydroxyethyl-dimethyl-ammonium chloride acrylate